COC(=O)C1=C(N=C(N1CC1=CC(=C(C=C1)C1=C(C=CC=C1)S(N(COC)C1=NOC(=C1Cl)C)(=O)=O)COCC)CCC)CC methyl-1-((2'-(N-(4-chloro-5-methylisoxazol-3-yl)-N-(methoxymethyl)sulfamoyl)-2-(ethoxymethyl)-[1,1'-biphenyl]-4-yl)methyl)-4-ethyl-2-propyl-1H-imidazole-5-carboxylic acid